FC=1C=C(C=CC1F)N1C=C(C(C2=CC(=C(C=C12)N1[C@H](CCC1)COC1=NC=CC=C1)F)=O)C(=O)O (R)-1-(3,4-difluorophenyl)-6-fluoro-4-oxo-7-(2-((pyridin-2-yloxy)methyl)pyrrolidin-1-yl)-1,4-dihydroquinoline-3-carboxylic acid